COC(=O)C1=C(SC=C1)S(N[Si](C)(C)C(C)(C)C)(=O)=O (N-(tert-Butyldimethylsilyl)sulfamoyl)thiophene-3-carboxylic acid methyl ester